[(2R,3R,4R)-4,5-Diacetoxy-2-[2-(butylamino)-2-oxo-ethyl]-tetrahydrofuran-3-yl] acetate C(C)(=O)O[C@@H]1[C@H](OC([C@@H]1OC(C)=O)OC(C)=O)CC(=O)NCCCC